(5S,8R)-N-(4,5-dichloro-2-fluorophenyl)-1-fluoro-N'-methoxy-6,7,8,9-tetrahydro-5H-5,8-epiminocyclohepta[c]pyridine-10-carboximidamide ClC1=CC(=C(C=C1Cl)NC(=NOC)N1[C@H]2CC[C@@H]1CC=1C(=NC=CC12)F)F